2,6-divinylbenzene C(=C)C1=CC(=CC=C1)C=C